C1(CC1)NC(C1=CC=C(C=C1)C#CC1=CC(=C(C(=C1)C=O)O)F)=O N-cyclopropyl-4-((3-fluoro-5-formyl-4-hydroxyphenyl)ethynyl)benzamide